2-(5-methoxyisochroman-1-yl)-4,5-dihydro-1H-imidazole bisulphate S(O)(O)(=O)=O.COC1=C2CCOC(C2=CC=C1)C=1NCCN1